ClC=1C=CC(=C(CNC(=O)C2CCN(CC2)C(=O)C2=NNC(=C2)C2=CC(=NC=C2Cl)OC)C1)F N-(5-chloro-2-fluorobenzyl)-1-(5-(5-chloro-2-methoxypyridin-4-yl)-1H-pyrazole-3-carbonyl)piperidine-4-carboxamide